NOCCCNC(OC(C)(C)C)=O tert-Butyl 3-(aminooxy)propylcarbamate